tert-Butyl 4-(4-(3-(ethoxycarbonyl)-6-(4-(trifluoromethyl)phenyl)naphthalen-1-yl)phenyl)piperidine-1-carboxylate C(C)OC(=O)C=1C=C(C2=CC=C(C=C2C1)C1=CC=C(C=C1)C(F)(F)F)C1=CC=C(C=C1)C1CCN(CC1)C(=O)OC(C)(C)C